C(C)(SC1CC(CCC1)CO)=O S-(3-(Hydroxymethyl)cyclohexyl) ethanethioate